ICS(=O)(=O)F iodomethansulfonyl fluoride